4-(N,N-DIMETHYLSULFAMOYL)PHENYLBORONIC ACID CN(S(=O)(=O)C1=CC=C(C=C1)B(O)O)C